N4-ethyl-N2-(8-(morpholinosulfonyl)-2,3-dihydrobenzo[b][1,4]dioxin-5-yl)-5-(trifluoromethyl)-7H-pyrrolo[2,3-d]pyrimidine-2,4-diamine C(C)NC=1C2=C(N=C(N1)NC1=CC=C(C=3OCCOC31)S(=O)(=O)N3CCOCC3)NC=C2C(F)(F)F